OC(C=CC=1OC(=C(N1)C(F)(F)F)C=O)(C)C (2-(3-hydroxy-3-methylbut-1-en-1-yl)-4-(trifluoromethyl)oxazol-5-yl)methanone